O1CCN(CC1)[Al](CC)CC (morpholino)(diethyl)aluminum